C(C)[C@]1(COC[C@@H]1O)N1CCN(CC1)C=1C=C2C=C(N=CC2=CC1C)NC(=O)[C@@H]1CC12CCOCC2 (1R)-N-(6-(4-((3R,4R)-3-ethyl-4-hydroxytetrahydrofuran-3-yl)piperazin-1-yl)-7-methylisoquinolin-3-yl)-6-oxaspiro[2.5]octane-1-carboxamide